1-(5-([3,4'-bipiperidin]-1-ylmethyl)-1-oxoisoindolin-2-yl)dihydropyrimidine-2,4(1h,3h)-dione N1(CC(CCC1)C1CCNCC1)CC=1C=C2CN(C(C2=CC1)=O)N1C(NC(CC1)=O)=O